C(C1=CC=CC=C1)(=O)N1C(N(C=CC1=O)C1C(N(CC1)C1=CC=C(C=C1)OCCCCCCCCO)=O)=O 3-benzoyl-1-(1-(4-((8-hydroxyoctyl)oxy)phenyl)-2-oxopyrrolidin-3-yl)pyrimidine-2,4(1H,3H)-dione